N1(CCCCC1)C=1N([C@H]2[C@H](O)[C@H](O)[C@@H](CO)O2)C=2N=CN=C(C2N1)N 8-piperidyladenosine